(1S,2S,4R)-bicyclo[2.2.1]heptan-2-yl carbonate C(O[C@@H]1[C@H]2CC[C@@H](C1)C2)([O-])=O